S1C2=C(C(=C1)C1=CC=C3CN(C(C3=C1)=O)CC(=O)NC(CC(=O)O)C(CF)=O)C=CC=C2 3-(2-(6-(Benzo[b]thiophen-3-yl)-1-oxoisoindolin-2-yl)acetamido)-5-fluoro-4-oxopentanoic acid